tert-butyl (2S)-2-[({4-[3-(5-chloro-2-fluorophenyl)-1H-pyrrolo[3,2-b]pyridin-2-yl]pyridin-3-yl}oxy)methyl]pyrrolidine-1-carboxylate ClC=1C=CC(=C(C1)C1=C(NC=2C1=NC=CC2)C2=C(C=NC=C2)OC[C@H]2N(CCC2)C(=O)OC(C)(C)C)F